5-chloro-2-(4-chlorophenoxy)-aniline ClC=1C=CC(=C(N)C1)OC1=CC=C(C=C1)Cl